C1OCC12CCN(CC2)CC=2C=CC=1C3=C(N(C(C1C2)=O)[C@@H]2CC[C@H](CC2)O)N=C(N=C3)NC3CC(C3)(F)F trans-8-((2-Oxa-7-azaspiro[3.5]nonan-7-yl)methyl)-3-((3,3-difluorocyclobutyl)amino)-5-(4-hydroxycyclohexyl)pyrimido[4,5-c]isoquinolin-6(5H)-one